C(#N)CCC=1C(=NC(=NC1OC)NS(=O)(=O)C1=CNC2=CC(=CC=C12)C(F)F)OC N-[5-(2-cyanoethyl)-4,6-dimethoxy-pyrimidin-2-yl]-6-(difluoromethyl)-1H-indole-3-sulfonamide